ClC1=CC(=C(C=C1)C1CCNC1)F 4-(4-chloro-2-fluorophenyl)pyrrolidine